1,2-difluoro-4-methyl-5-nitrobenzene FC1=C(C=C(C(=C1)[N+](=O)[O-])C)F